C(C1=CC=CC=C1)(C1=CC=CC=C1)(C1=CC=CC=C1)[N+]#[C-] Trityl isocyanide